ClC1=C2C=NN(C2=CC=C1NC1=NN(C=C1C)C=1C=C2CCN(C(C2=CC1)=O)C(=O)OC(C)(C)C)C1OCCCC1 tert-butyl 6-(3-((4-chloro-1-(tetrahydro-2H-pyran-2-yl)-1H-indazol-5-yl) amino)-4-methyl-1H-pyrazol-1-yl)-1-oxo-3,4-dihydroisoquinoline-2(1H)-carboxylate